1,1-dihexyl-3-[3-(triethoxysilyl)propyl]urea C(CCCCC)N(C(=O)NCCC[Si](OCC)(OCC)OCC)CCCCCC